2,2,6,6-tetramethyl-N-(2,4,4-trimethylpentane-2-yl)piperidine-4-amine CC1(NC(CC(C1)NC(C)(CC(C)(C)C)C)(C)C)C